(S)-1-(3-(trifluoromethoxy)phenyl)ethaneamine hydrochloride Cl.FC(OC=1C=C(C=CC1)[C@H](C)N)(F)F